ethylenediaminetetrasodium C(CN([Na])[Na])N([Na])[Na]